C(#N)C=1C(=CC(=NC1)NC(N(C)C1=NC(=C(C=C1)CN1C(CN(CC1)C)=O)C=O)=O)N1CCC(CC1)OC 3-(5-cyano-4-(4-methoxypiperidin-1-yl)pyridin-2-yl)-1-(6-formyl-5-((4-methyl-2-oxopiperazin-1-yl)methyl)pyridin-2-yl)-1-methylurea